C1(=CC=CC=C1)S(=O)(=O)C1=CC=C(C=C1)CNC(=O)N1CC=2C(CC1)=NOC2 N-{[4-(benzenesulfonyl)phenyl]methyl}-4H,5H,6H,7H-[1,2]oxazolo[4,3-c]pyridine-5-carboxamide